ClC1=NC=C2C=C(C=3N(C2=C1)N=CN3)C=3C(=CC(=NC3)C(C(C([2H])([2H])[2H])([2H])[2H])=O)C 1-(5-(8-chloro-[1,2,4]triazolo[1,5-a][1,6]naphthyridin-4-yl)-4-methylpyridin-2-yl)propan-1-one-2,2,3,3,3-d5